NC1=C(C(C(O1)C1=C(C=CC=C1F)F)=O)O 5-amino-4-hydroxy-2-(2,6-difluorophenyl)-furan-3-one